OC1=C(C(=O)[O-])C=CC(=C1)C(=O)[O-] Hydroxyterephthalate